4-(9-(3,4-dichlorophenyl)-2-methyl-3,9-diazaspiro[5.5]undecane-3-carbonyl)quinoline ClC=1C=C(C=CC1Cl)N1CCC2(CCN(C(C2)C)C(=O)C2=CC=NC3=CC=CC=C23)CC1